C(=O)(O)C(CC1(C2=CC(=CC=C2C=2C=CC(=CC12)C1=CC2=CC=CC=C2C=C1)C1=CC2=CC=CC=C2C=C1)CC(C)C(=O)O)C 9,9-bis(2-carboxypropyl)-2,7-di(2-naphthyl)fluorene